FC(C(C(F)(F)F)OC(=O)N1CCC2(C[C@H]2C(NC2=CC=NC=C2)=O)CC1)(F)F.ClC1=CC=C(O[C@H]2CC[C@@H](C=3C=CC=NC23)NC(C=C)=O)C=C1 trans-N-{8-(4-chlorophenoxy)-5,6,7,8-tetrahydroquinolin-5-yl}acrylamide 1,1,1,3,3,3-hexafluoropropan-2-yl-(R)-1-(pyridin-4-ylcarbamoyl)-6-azaspiro[2.5]octane-6-carboxylate